Butyl-1,5-diethyl-4-hydroxy-pyrazol C(CCC)C1=NN(C(=C1O)CC)CC